(E)-5-(methylamino)-2-((2-(2-((4-(trifluoromethyl)phenyl)amino)pyrimidin-4-yl)phenyl)diazenyl)benzoic acid CNC=1C=CC(=C(C(=O)O)C1)\N=N\C1=C(C=CC=C1)C1=NC(=NC=C1)NC1=CC=C(C=C1)C(F)(F)F